[Cl-].ClCC1(OC(OC2=C[NH+]=CC=C21)CC)CCl bis(chloromethyl)-2-ethyl-4H-[1,3]dioxino[4,5-c]pyridinium chloride